2-(3,4-difluorophenyl)-2,2-difluoroethanol FC=1C=C(C=CC1F)C(CO)(F)F